N1(CCC1)C[C@@H]1CCC(N(C1)C1=CC=CC(=N1)NC=1C2=C(C(=NC1)C1=C3C(=NC=C1)N(C=C3)C)CNC2=O)=O (S)-7-((6-(5-(azetidin-1-ylmethyl)-2-oxopiperidin-1-yl)pyridin-2-yl)amino)-4-(1-methyl-1H-pyrrolo[2,3-b]pyridin-4-yl)-2,3-dihydro-1H-pyrrolo[3,4-c]pyridin-1-one